FC1(CN(CCC1NC=1C2=C(C=NC1)C(=CS2)CC(F)(F)F)C)F 7-((3,3-difluoro-1-methylpiperidin-4-yl)amino)-3-(2,2,2-trifluoroethyl)thieno[3,2-c]pyridin